ClC=1C(=NC(=NC1)NC1=C(C=CC(=C1)OC)C)NCC1=CC(=CC=C1)S(=O)(=O)C 5-Chloro-N2-(5-methoxy-2-methylphenyl)-N4-(3-(methyl-sulfonyl)benzyl)pyrimidine-2,4-diamine